3-ethyl-3-(5-hydroxypentyl)oxymethyl-oxetane tert-butyl-(2R,5S)-4-(7-(3,5-difluorophenyl)-5-(2-oxoazetidin-1-yl)-7H-pyrrolo[2,3-d]pyrimidin-4-yl)-2,5-dimethylpiperazine-1-carboxylate C(C)(C)(C)OC(=O)N1[C@@H](CN([C@H](C1)C)C=1C2=C(N=CN1)N(C=C2N2C(CC2)=O)C2=CC(=CC(=C2)F)F)C.C(C)C2(COC2)COCCCCCO